FC(C(=O)N[C@H]1[C@@H]2[C@H](N[C@H]1CO[Si](CC)(CC)CC)CCC2)(F)F 2,2,2-trifluoro-N-((2R,3S,3aS,6aR)-2-(((triethylsilyl)oxy)methyl)octahydrocyclopenta[b]pyrrol-3-yl)acetamide